COC(C1=CC=C(C=C1)C=O)=O.FC=1C=C(C=CC1)NCC1=CC=C(C(=O)OC)C=C1 methyl 4-((3-fluorophenylamino)methyl)benzoate Methyl-4-formylbenzoate